CN1C(=NC=C1)C(=O)NC1=NC=C(N=C1)C1=NC=CC=C1 1-methyl-N-(5-(pyridin-2-yl)pyrazin-2-yl)-1H-imidazole-2-carboxamide